ClC=1C(=C(C=CC1)N1CC=2N=C(N=C(C2CC1)N1C[C@@H](N(CC1)C(C=C)=O)CC#N)OC[C@H]1N(CCC1)C)CC 2-[(2S)-4-[7-(3-chloro-2-ethyl-phenyl)-2-[[(2S)-1-methylpyrrolidin-2-yl]methoxy]-6,8-dihydro-5H-pyrido[3,4-d]pyrimidin-4-yl]-1-prop-2-enoyl-piperazin-2-yl]acetonitrile